BrC=1C=C2CCN(CC2=CC1)C1CCNCC1 6-bromo-2-(piperidin-4-yl)-1,2,3,4-tetrahydroisoquinoline